3-(isoquinolin-4-yl)-1-(4-methylpyrimidin-2-yl)-2-oxoimidazolidine-4-carbonitrile C1=NC=C(C2=CC=CC=C12)N1C(N(CC1C#N)C1=NC=CC(=N1)C)=O